S[Pt] mercaptoplatinum